CO[C@H]([C@H](C=O)O)[C@@H]([C@@H](CO)O)O methylglucose